7-bromoimidazo[1,5-a]pyridine-1-carboxylic acid BrC1=CC=2N(C=C1)C=NC2C(=O)O